1-(4-(3-amino-6-(2-hydroxyphenyl)pyridazin-4-yl)-2,2-dimethylpiperazin-1-yl)ethanone NC=1N=NC(=CC1N1CC(N(CC1)C(C)=O)(C)C)C1=C(C=CC=C1)O